(2R)-N-(3-(2-((1-(2-chloro-4-methylphenyl)-2-oxopyrrolidin-3-yl)amino)-2-oxoacetyl)-1H-indol-5-yl)bicyclo[2.2.1]hept-5-ene-2-carboxamide ClC1=C(C=CC(=C1)C)N1C(C(CC1)NC(C(=O)C1=CNC2=CC=C(C=C12)NC(=O)[C@H]1C2C=CC(C1)C2)=O)=O